ethyl 2-[3-[(2S)-2-(2-formyl-3-hydroxyphenoxymethyl)piperidine-1-carbonyl]pyridin-2-yl]acetate C(=O)C1=C(OC[C@H]2N(CCCC2)C(=O)C=2C(=NC=CC2)CC(=O)OCC)C=CC=C1O